2-(1,3-dithiolan-2-yl)phenyl methylcarbamate CNC(OC1=C(C=CC=C1)C1SCCS1)=O